ClC1=C(N=C(NC1=O)C1=CC(=NC=C1)F)N1[C@@H](COC[C@H]1C)C 5-chloro-4-[(3r,5r)-3,5-dimethylmorpholin-4-yl]-2-(2-fluoro-4-pyridinyl)-1H-pyrimidin-6-one